1-(2-(ethyl(3-ethylphenyl)amino)-2-oxoethyl)-1H-indole-2-carboxamide C(C)N(C(CN1C(=CC2=CC=CC=C12)C(=O)N)=O)C1=CC(=CC=C1)CC